2-(4-bromophenyl)-6-chloro-3-(4-methoxyphenoxy)quinoline BrC1=CC=C(C=C1)C1=NC2=CC=C(C=C2C=C1OC1=CC=C(C=C1)OC)Cl